C(C)(C)(C)OC(=O)N1N=CN(CC1)C1=NC(=CC=C1)Br 4-(6-bromopyridin-2-yl)-5,6-dihydro-1,2,4-triazine-1(4H)-carboxylic acid tert-butyl ester